4-(2-amino-6-((2-methyl-2H-indazol-5-yl)oxy)pyridin-4-yl)-2-methylbenzamide NC1=NC(=CC(=C1)C1=CC(=C(C(=O)N)C=C1)C)OC1=CC2=CN(N=C2C=C1)C